COC([C@@](CC=1C=C(C=CC1)C)(C)N1C(C2=CC=CC=C2C1=O)=O)=O (S)-2-(1,3-dioxoisoindolin-2-yl)-2-methyl-3-(m-tolyl)propionic acid methyl ester